C1(=CC=CC=C1)C1=NC(=CC(=N1)C1=CC=C(C=C1)C1=C(C(=NC(=C1C1=CC=CC=C1)N1C=2C=CC=CC2C=2C3=C(C=CC12)C=CC=C3)N3C=1C=CC=CC1C=1C2=C(C=CC31)C=CC=C2)N2C=3C=CC=CC3C=3C1=C(C=CC23)C=CC=C1)C1=CC=CC=C1 7,7',7''-(4-(4-(2,6-diphenylpyrimidin-4-yl)phenyl)-5-phenylpyridine-2,3,6-triyl)tris(7H-benzo[c]carbazole)